C(C)(C)(C)OC(=O)N1CCC2(CC(C2)N2C(CN(CC2=O)CC2=CC=C(C=C2)C)C2=C(C=CC=C2)C(C)C)CC1.[N+](=O)([O-])C=1C=CC(=NC1)N1CCCCC1 5-nitro-2-(piperidin-1-yl)pyridine Tert-butyl-2-(2-(2-isopropylphenyl)-4-(4-methylbenzyl)-6-oxopiperazin-1-yl)-7-azaspiro[3.5]Nonane-7-carboxylate